CC(C)OC1CCN(CC1)C(=O)C1(CCC1)CNC(=O)C1=CC2=C(S1)CCCCCC2 N-({1-[4-(propane-2-yloxy)piperidine-1-carbonyl]cyclobutyl}methyl)-4H,5H,6H,7H,8H,9H-cycloocta[b]thiophene-2-carboxamide